ClC=1C=C2C=CN(C2=C(C1)C1=C2C(=NC=C1)C=C(S2)CN2C(N(C=C(C2=O)C)CC(F)(F)F)=O)CC2(CCNCC2)C#N 4-((5-Chloro-7-(2-((5-methyl-2,6-dioxo-3-(2,2,2-trifluoroethyl)-3,6-Dihydropyrimidin-1(2H)-yl)methyl)thieno[3,2-b]pyridin-7-yl)-1H-indol-1-yl)methyl)piperidine-4-carbonitrile